8-[4-(tert-Butoxycarbonylamino)butyl-[8-oxo-8-(4-pentylnonoxy)octyl]amino]octanoic acid 4-pentylnonyl ester C(CCCC)C(CCCOC(CCCCCCCN(CCCCCCCC(OCCCC(CCCCC)CCCCC)=O)CCCCNC(=O)OC(C)(C)C)=O)CCCCC